N1CC(C1)C=1C=CC(=NC1)OC1=C(C=CC=C1)Cl 5-(azetidin-3-yl)-2-(2-chlorophenoxy)pyridine